1-(2,4-dimethoxypyrimidin-5-yl)-1H-pyrrole-3-carboxamide COC1=NC=C(C(=N1)OC)N1C=C(C=C1)C(=O)N